amino-5-(5-(4-methylpiperazin-1-yl)-3H-imidazo[4,5-b]pyridin-2-yl)thieno[2,3-b]pyridin-6(7H)-one NC1=CC2=C(NC(C(=C2)C2=NC=3C(=NC(=CC3)N3CCN(CC3)C)N2)=O)S1